C1CC12CCN(CC2)C=2C(=NC=CC2)C(=O)N 3-(6-azaspiro[2.5]oct-6-yl)pyridineamide